C1=NC(=C2C(=N1)N(C=N2)[C@H]3[C@@H]([C@@H]([C@H](O3)COP(=O)([O-])OP(=O)([O-])[O-])O)O)N.[Mg+2] The molecule is an organophosphate oxoanion that is MgADP which has lost the proton attached to the diphosphate moiety. It contains a magnesium(2+). It is a conjugate base of a MgADP.